fluoro-N-(2-fluoro-4-(4-methylpiperazin-1-yl)phenyl)-4-(1-propyl-1H-pyrazol-4-yl)pyrimidin-2-amine FC=1C(=NC(=NC1)NC1=C(C=C(C=C1)N1CCN(CC1)C)F)C=1C=NN(C1)CCC